COC(C1=NC=C(C=C1)C(C)O)=O.FC=1C(=CC(=C(C(=O)NC(CC)CC)C1)O[C@@H](C)CCC)N1N=C(N(C1=O)C)C(C)(C)O 5-Fluoro-4-[3-(2-hydroxy-prop-2-yl)-4-methyl-5-oxo-4,5-dihydro-1H-1,2,4-triazol-1-yl]-N-(pent-3-yl)-2-[(2S)-pent-2-yloxy]benzamide methyl-5-(1-hydroxyethyl)picolinate